6-chloro-7-methoxy-2-methyl-3-(4-(4-(trifluoromethoxy)phenoxy) phenyl)quinolin-4-yl decyl carbonate C(OC1=C(C(=NC2=CC(=C(C=C12)Cl)OC)C)C1=CC=C(C=C1)OC1=CC=C(C=C1)OC(F)(F)F)(OCCCCCCCCCC)=O